2-[(3-chloro-4-fluorophenyl)-(2-cyclopropyl-2,2-difluoroethoxy)methyl]-5-methyl-4-methyl-sulfonyl-1H-imidazole ClC=1C=C(C=CC1F)C(C=1NC(=C(N1)S(=O)(=O)C)C)OCC(F)(F)C1CC1